1-(2-((5-bromopyridin-3-yl)oxy)ethyl)-4-methylpiperazine BrC=1C=C(C=NC1)OCCN1CCN(CC1)C